COC=1C=C(C=CC1OC1=NC=C(C=C1)[N+](=O)[O-])CNC(OC(C)(C)C)=O tert-butyl {3-methoxy-4-[(5-nitropyridin-2-yl)oxy]phenyl}methyl-carbamate